FC1=C(C(=CC=C1)C)N1CCC(CC1)N1C(N(C=2C(C1)=CN(N2)C(C#N)C)CC2=C(C=CC=C2)C(F)(F)F)=O 2-[5-[1-(2-Fluoro-6-methyl-phenyl)-piperidin-4-yl]-6-oxo-7-(2-trifluoromethyl-benzyl)-4,5,6,7-tetrahydro-pyrazolo[3,4-d]pyrimidin-2-yl]-propionitril